(((hydroxy)benzylamino)(2-bromophenyl)methyl)diphenyl-phosphine ON(CC1=CC=CC=C1)C(C1=C(C=CC=C1)Br)P(C1=CC=CC=C1)C1=CC=CC=C1